CC=1C(=C(C=CC1)CC)C di-methyl-ethyl-benzene